ClC(C(=O)N1[C@@H](CCC1)C#N)Cl (2S)-1-(2,2-dichloroacetyl)-pyrrolidine-2-carbonitrile